2-[[6-[[5-Chloro-2-[[1-[3-(2,6-dioxo-3-piperidyl)-1-methyl-indazol-6-yl]-4-piperidyl]-(2-hydroxyethyl)amino]pyrimidin-4-yl]amino]-1-methyl-2-oxo-3-quinolyl]oxy]-N-methyl-acetamide ClC=1C(=NC(=NC1)N(CCO)C1CCN(CC1)C1=CC=C2C(=NN(C2=C1)C)C1C(NC(CC1)=O)=O)NC=1C=C2C=C(C(N(C2=CC1)C)=O)OCC(=O)NC